C(C)N1C2=CC=C(C=C2C=2C=CN=C(C12)C)NC(=O)NC1=CC=C(C=C1)C(F)(F)F 1-(9-ethyl-1-methyl-β-carbolin-6-yl)-3-(4-(trifluoromethyl)phenyl)urea